C(=O)(C(=O)O)CC(=O)[O-].[Na+].[Na+].C(=O)(C(=O)O)CC(=O)[O-] disodium oxaloacetate